2,2,2-trifluoro-1-(3,4,5-trichlorophenyl)ethanone FC(C(=O)C1=CC(=C(C(=C1)Cl)Cl)Cl)(F)F